Methyl 5-(benzyloxy)-6-chloropyrimidine-4-carboxylate C(C1=CC=CC=C1)OC=1C(=NC=NC1Cl)C(=O)OC